CC(C(O)(O)O)(CCC1=CC=CC=C1)C.C1(=C(C=CC=C1)C1=CC=C(CO[C@@H]2[C@H]([C@H](S)O[C@@H]([C@@H]2OCC2=CC=CC=C2)CO)OCC2=CC=C(C=C2)OC)C=C1)C p-tolyl-2-O-p-methoxybenzyl-3,4-di-O-benzyl-1-thio-β-D-galactopyranose dimethylphenethyl-orthoacetate